CN(C)CC1=CC=C(N(C2=CC(=CC=C2)N2CCOCC2)CC2=CC(=CC=C2)OC)C=C1 4-((dimethylamino)methyl)-N-(3-methoxybenzyl)-N-(3-morpholinophenyl)aniline